2-((1S,2S,3S,5R)-3-amino-2-fluoro-8-azabicyclo[3.2.1]oct-8-yl)-5-(4-chloro-2-methyl-2H-indazol-5-yl)-3-methyl-3,7-dihydro-4H-pyrrolo[2,3-d]pyrimidin-4-one N[C@@H]1[C@@H]([C@@H]2CC[C@H](C1)N2C=2N(C(C1=C(N2)NC=C1C1=C(C2=CN(N=C2C=C1)C)Cl)=O)C)F